N-(2-(3-(cyclopropylsulfonyl)-1-methyl-1H-pyrazol-5-yl)pyrimidin-4-yl)-5-isopropyl-8-((2R,3S)-2-methyl-3-((methanesulfonyl)methyl)azetidin-1-yl)isoquinolin-3-amine C1(CC1)S(=O)(=O)C1=NN(C(=C1)C1=NC=CC(=N1)NC=1N=CC2=C(C=CC(=C2C1)C(C)C)N1[C@@H]([C@H](C1)CS(=O)(=O)C)C)C